((6-(isopropyl(methyl)amino)-1-oxo-2-(6-(5-oxo-6-oxa-4-azaspiro[2.4]heptan-4-yl)pyridin-2-yl)-2,3-dihydro-1H-pyrrolo[3,4-c]pyridin-4-yl)methyl)(methyl)carbamate C(C)(C)N(C1=CC2=C(C(=N1)COC(NC)=O)CN(C2=O)C2=NC(=CC=C2)N2C1(CC1)COC2=O)C